tetrakis(3-trimethoxysilylpropyl)-1,3-bisaminomethylcyclohexane CO[Si](CCCC1(CC(C(CC1CN)CN)(CCC[Si](OC)(OC)OC)CCC[Si](OC)(OC)OC)CCC[Si](OC)(OC)OC)(OC)OC